BrC1=C(C=CC(=C1)OCCN1CCNCC1)C=1N(C2=NC=NC(=C2N1)OC1(CC1)C)CC1=NC=CC(=C1)Cl 8-(2-bromo-4-(2-(piperazin-1-yl)ethoxy)phenyl)-9-((4-chloropyridin-2-yl)methyl)-6-(1-methylcyclopropoxy)-9H-purine